4-fluoro-2-hydroxy-5-[2-({2-methoxy-4-[4-(4-methylpiperazin-1-yl)piperidin-1-yl]phenyl}amino)-4-(phenylamino)pyrimidin-5-yl]benzaldehyde Trifluoroacetate FC(C(=O)O)(F)F.FC1=CC(=C(C=O)C=C1C=1C(=NC(=NC1)NC1=C(C=C(C=C1)N1CCC(CC1)N1CCN(CC1)C)OC)NC1=CC=CC=C1)O